FC1=C(N=CC2=C1N=C(N=C2N2CC=1N(CCC2)N=C(C1)N)OCC12CCCN2CCC1)C1=CC=CC2=CC=CC(=C12)F 5-(8-fluoro-7-(8-fluoronaphthalen-1-yl)-2-((hexahydro-1H-pyrrolizin-7a-yl)methoxy)pyrido[4,3-d]Pyrimidin-4-yl)-5,6,7,8-tetrahydro-4H-pyrazolo[1,5-a][1,4]Diazepin-2-amine